C(C)(C)(C)OC(N[C@H]1CO[C@@H](C[C@H]1C)C(=O)N1[C@H](C2=CC=CC=C2CC1)C1=CC=C(C=C1)F)=O ((3R,4R,6S)-6-((S)-1-(4-fluorophenyl)-1,2,3,4-tetrahydroisoquinoline-2-carbonyl)-4-methyltetrahydro-2H-pyran-3-yl)carbamic acid tert-butyl ester